N[C@@H](CC(=O)OCC)C=1C(=C(C=C(C1F)C(F)(F)F)C1=C(C(=CC=C1C)OC)C)F (3S)-ethyl 3-amino-3-(2,4-difluoro-3'-methoxy-2',6'-dimethyl-5-(trifluoromethyl)biphenyl-3-yl)propanoate